C(#N)C1=NC2=CC(=CC(=C2N=C1N1CCN(CC1)C=1C(=NC=CC1)C#N)[C@@H](C)NC1=C(C(=O)O)C=CC=C1)C (R)-2-((1-(2-cyano-3-(4-(2-cyanopyridin-3-yl)piperazin-1-yl)-7-methylquinoxalin-5-yl)ethyl)amino)benzoic acid